1-methyl-4,5,6,7-tetrahydro-1H-imidazo[4,5-c]Pyridine-2-carboxamide CN1C(=NC=2CNCCC21)C(=O)N